N-cyclohexyl-N-methyl-1-(p-tolyl)-1H-1,2,4-triazole-3-carboxamide C1(CCCCC1)N(C(=O)C1=NN(C=N1)C1=CC=C(C=C1)C)C